Methyl 5-((2-(4-((3-chloro-4-(trifluoromethoxy)benzyl)amino)butoxy)ethyl)amino)benzo[c][2,6]naphthyridine-8-carboxylate ClC=1C=C(CNCCCCOCCNC2=NC3=C(C4=CN=CC=C24)C=CC(=C3)C(=O)OC)C=CC1OC(F)(F)F